FC=1C=C(C(=O)NC2=CC(=C(C=C2)N2CCNCC2)F)C=CC1C=1CCNCC1 3-fluoro-N-(3-fluoro-4-piperazin-1-yl-phenyl)-4-(1,2,3,6-tetrahydro-pyridin-4-yl)-benzamide